N-[2-[4-[3-(3,4-dimethoxyphenyl)-1,2,4-oxadiazol-5-yl]-1-piperidyl]-2-oxo-ethyl]pyridine-2-carboxamide COC=1C=C(C=CC1OC)C1=NOC(=N1)C1CCN(CC1)C(CNC(=O)C1=NC=CC=C1)=O